OC1=CC=C(C(=O)N/N=C/C2=CC=C(C=C2)C(C)C)C=C1 4-Hydroxy-N'-[(E)-[4-(propan-2-yl)phenyl]methylidene]benzohydrazide